C(C)(C)(C)C1N2C(C=3N(N=C4C(=CC=CC34)OCC(F)F)C1)=CC(C(=C2)C(=O)O)=O 6-(tert-butyl)-10-(2,2-difluoroethoxy)-2-oxo-6,7-dihydro-2H-pyrido[2',1':3,4]pyrazino[1,2-b]indazole-3-carboxylic acid